BrC=1C(=CC2=C(N(CC(N(S2(=O)=O)CC2=CC=C(C=C2)OC)(C)CCCC)C2=CC=CC=C2)C1)OC 7-bromo-3-butyl-8-methoxy-2-(4-methoxybenzyl)-3-methyl-5-phenyl-2,3,4,5-tetrahydro-1,2,5-benzothiadiazepine 1,1-dioxide